(2S,4r)-1-[(2S)-2-(4-cyclopropyl-triazol-1-yl)-3,3-dimethyl-butyryl]-4-hydroxy-N-[[(1r,2r,4S)-2-hydroxy-4-(4-methyl-1,2,4-triazol-3-yl)cyclopentyl]methyl]pyrrolidine-2-carboxamide C1(CC1)C=1N=NN(C1)[C@H](C(=O)N1[C@@H](C[C@H](C1)O)C(=O)NC[C@@H]1[C@@H](C[C@H](C1)C1=NN=CN1C)O)C(C)(C)C